4-(2-Amino-2-methylpropanoyl)-N-(1-(trans-4-((2-amino-7-azaspiro[3.5]non-7-yl)methyl)cyclohexyl)-2-oxo-1,2-dihydropyrimidin-4-yl)piperazine-1-carboxamide hydrochloride Cl.NC(C(=O)N1CCN(CC1)C(=O)NC1=NC(N(C=C1)[C@@H]1CC[C@H](CC1)CN1CCC2(CC(C2)N)CC1)=O)(C)C